4-((7-bromo-2-(2,6-dioxopiperidin-3-yl)-1-oxoisoindoline-5-yl)methyl)piperazine BrC=1C=C(C=C2CN(C(C12)=O)C1C(NC(CC1)=O)=O)CN1CCNCC1